2-(4-(5-chloro-2-(4-chloro-1H-1,2,3-triazol-1-yl)phenyl)-2,5-dioxapiperazin-1-yl)-N-(2-methyl-2H-indazol-5-yl)-3-(pyridin-4-yl)propionamide ClC=1C=CC(=C(C1)N1CON(CO1)C(C(=O)NC1=CC2=CN(N=C2C=C1)C)CC1=CC=NC=C1)N1N=NC(=C1)Cl